methyl-(2R,4R)-1-(1-(3-chloro-2-fluorophenyl) ethyl)-4-((3-fluoro-6-((5-methyl-1H-pyrazol-3-yl) amino) pyridin-2-yl) methyl)-2-methylpiperidine-4-carboxylate COC(=O)[C@]1(C[C@H](N(CC1)C(C)C1=C(C(=CC=C1)Cl)F)C)CC1=NC(=CC=C1F)NC1=NNC(=C1)C